2-(2-fluoro-3-(methyl-d3)phenyl)-4-(trimethylsilyl)pyridine FC1=C(C=CC=C1C([2H])([2H])[2H])C1=NC=CC(=C1)[Si](C)(C)C